CC1SCCN1 2-methyl-1,3-thiazolidine